(E)-3-[(2R,3R)-3-(Hydroxymethyl)-2-(3-methoxy-4-phenylmethoxyphenyl)-2,3-dihydro-1,4-benzodioxin-6-yl]-1-(2,4,6-trihydroxyphenyl)prop-2-en-1-one OC[C@H]1OC2=C(O[C@@H]1C1=CC(=C(C=C1)OCC1=CC=CC=C1)OC)C=CC(=C2)/C=C/C(=O)C2=C(C=C(C=C2O)O)O